NCCN(CCNC(COC=1C=C2C(N(C(C2=CC1)=O)C1C(NC(CC1)=O)=O)=O)=O)C N-[2-[(2-aminoethyl)(methyl)amino]ethyl]-2-[[2-(2,6-dioxopiperidin-3-yl)-1,3-dioxoisoindol-5-yl]oxy]acetamide